3-(pyrrolidin-1-yl)propoxylquinolin-2-amine N1(CCCC1)CCCOC=1C(=NC2=CC=CC=C2C1)N